5-bromo-1,2-dihydropyridazine-3,6-dione BrC1=CC(NNC1=O)=O